α-ethyl-α-methyl-caprylic acid C(C)C(C(=O)O)(CCCCCC)C